7-(8-fluoro-7-(8-fluoronaphthalen-1-yl)-2-((hexahydro-1H-pyrrolizin-7a-yl)methoxy)pyrido[4,3-d]pyrimidin-4-yl)-1,3,7-triazaspiro[4.6]undecane-2,4-dione FC1=C(N=CC2=C1N=C(N=C2N2CC1(C(NC(N1)=O)=O)CCCC2)OCC21CCCN1CCC2)C2=CC=CC1=CC=CC(=C21)F